2,2-Bis(mercaptomethyl)-1,3-propanedithiol SCC(CS)(CS)CS